[Si](C)(C)(C(C)(C)C)OC=1C(=C(C(=CC1)C)NC(=O)C1=CN=C(S1)NC1=NN(C=C1C)C(C(=O)OC)COC)C Methyl 2-(3-((5-((3-((tert-butyldimethylsilyl)oxy)-2,6-dimethylphenyl)carbamoyl)thiazol-2-yl)amino)-4-methyl-1H-pyrazol-1-yl)-3-methoxypropanoate